(E)-3-fluoro-2-(1,2,3,4-tetrahydropyrrolo[3,4-b]indol-7-yloxymethyl)prop-2-en-1-amine dihydrochloride Cl.Cl.F/C=C(\CN)/COC1=CC=2C3=C(NC2C=C1)CNC3